N-(2,5-Dichloropyridin-3-yl)thiophene-2-carboxamide ClC1=NC=C(C=C1NC(=O)C=1SC=CC1)Cl